ClC=1C=C(C(=O)N(CC)CC)C=CC1C1=CC(=C2C(=N1)C=CS2)NCCCN2CCC(CC2)N2CCOCC2 3-chloro-N,N-diethyl-4-(7-((3-(4-morpholinopiperidin-1-yl)propyl)amino)thieno[3,2-b]pyridin-5-yl)benzamide